ClC=1C=C(C=CC1Cl)CNC=1NC(C2=C(N1)C(=NN2C)C2OCCC2)=O 5-[(3,4-dichlorophenyl)methylamino]-1-methyl-3-tetrahydrofuran-2-yl-6H-pyrazolo[4,3-d]pyrimidin-7-one